C1(CC1)C1=CC(=C(C=C1)NC(=O)C=1C=CC=2C=C3N([C@@H](CNC3=O)C)C2N1)OC(F)F (R)-N-(4-cyclopropyl-2-(difluoromethoxy)phenyl)-9-methyl-6-oxo-6,7,8,9-tetrahydropyrido[3',2':4,5]pyrrolo[1,2-a]pyrazine-2-carboxamide